4-(5-methylfuran-2-yl)-6-methyl-5H,6H,7H-pyrrolo[3,4-d]pyrimidin-5-one CC1=CC=C(O1)C=1C2=C(N=CN1)CN(C2=O)C